C(C)(C)(C)NS(=O)(=O)C=1C=C(C=CC1)NC(=O)C1=NC=C(N=C1C1=CC=C(C=C1)C(F)(F)F)NC(CO)(C)C N-(3-(N-(tert-butyl)sulfamoyl)phenyl)-5-((1-hydroxy-2-methylpropan-2-yl)amino)-3-(4-(trifluoromethyl)phenyl)pyrazine-2-carboxamide